C(C)OC(=O)C=1N=CC2=CC=CC=C2C1 Isoquinol-3-Carboxylic acid ethyl ester